3-(piperidin-4-yl)-1,2-benzisothiazole N1CCC(CC1)C1=NSC2=C1C=CC=C2